N-[5-(2-methoxyphenyl)pyrazolo[1,5-a]pyridin-2-yl]cyclopropanecarboxamide COC1=C(C=CC=C1)C1=CC=2N(C=C1)N=C(C2)NC(=O)C2CC2